O1CCN(CC1)C1=NC=CN=C1 morpholinopyrazin